C(C1=CC=CC=C1)OC(=O)N(C(CCCCCCC(=O)OC)CCCCCCC(=O)OC)C1CCN(CC1)C dimethyl 8-(((benzyloxy)carbonyl)(1-methylpiperidin-4-yl)amino)pentadecanedioate